but-2-en-1-amin C(C=CC)N